FC=1C(=NC=C(C1)C1=CC=C(C=C1)C(C(F)(F)F)(C(F)(F)F)O)C=O 3-fluoro-5-(4-(1,1,1,3,3,3-hexafluoro-2-hydroxypropan-2-yl)phenyl)pyridinecarboxaldehyde